ClC1=CC(=C(C(=N1)N)[N+](=O)[O-])N(C)CC1(CCCC1)COC 6-Chloro-N4-{[1-(methoxymethyl)cyclopentyl]methyl}-N4-methyl-3-nitropyridin-2,4-diamine